OC(CN(C1=CC=C(OCCOC2=CC=C(C=C2)N(CC(CCl)O)CC(CCl)O)C=C1)CC(CCl)O)CCl N,N,N',N'-tetrakis(2-hydroxy-3-chloropropyl)-1,2-bis(4-aminophenoxy)ethane